4-((4-aminophenyl)thio)-2-methoxyphenylbenzenamine NC1=CC=C(C=C1)SC1=CC(=C(C=C1)C1=C(C=CC=C1)N)OC